FC1(CC(C1)N1N=C2N=C(C=CC2=C1)C1=C(C=C(C=C1C)C(F)(F)F)O)C 2-(2-((1r,3r)-3-fluoro-3-methylcyclobutyl)-2H-pyrazolo[3,4-b]pyridin-6-yl)-3-methyl-5-(trifluoromethyl)phenol